ClC1=CC=C(CN2C3(CCN(C3)C3=NC=C(C#N)C=C3)C(N(CC2=O)C(C)C)=O)C=C1 6-(6-(4-chlorobenzyl)-9-isopropyl-7,10-dioxo-2,6,9-triazaspiro[4.5]decan-2-yl)nicotinonitrile